3-(cyanomethyl)piperazin-1-yl formate C(=O)ON1CC(NCC1)CC#N